CCCCCCCCCCCCCCCC(=O)N[C@@H](COP(=O)([O-])OCC[N+](C)(C)C)[C@@H](/C=C/CCCCCCCCCCCCC)O The molecule is a sphingomyelin 34:1 in which the N-acyl group and sphingoid base are specified as hexadecanoyl and sphingosine respectively. It has a role as a mouse metabolite. It derives from a hexadecanoic acid.